FC1=CC=C(C=C1)N1N=CC2=CC(=CC=C12)[C@H]1C[C@H](N(CC1)S(=O)(=O)C=1C=NN(C1)CCC)C (4-fluorophenyl)-5-((2R,4R)-2-methyl-1-((1-propyl-1H-pyrazol-4-yl)sulfonyl)piperidin-4-yl)-1H-indazole